ON=CCC(C1=CC=CC=C1)P(O)(=O)CCCCCCCCCC (3-(hydroxyimino)-1-phenylpropyl)(n-decyl)phosphinic acid